2-{3-cyclobutyl-4H,5H,6H,7H-pyrazolo[1,5-a]pyrazine-5-carbonyl}-4,5-difluoro-1H-indole C1(CCC1)C=1C=NN2C1CN(CC2)C(=O)C=2NC1=CC=C(C(=C1C2)F)F